1-((4-(5-(3-cyano-4-isopropoxyphenyl)-1,2,4-oxadiazol-3-yl)naphthalen-1-yl)methyl)pyrrolidine-3-sulfonic acid C(#N)C=1C=C(C=CC1OC(C)C)C1=NC(=NO1)C1=CC=C(C2=CC=CC=C12)CN1CC(CC1)S(=O)(=O)O